O[C@H]1[C@H](N(C[C@@H]1O)C(=O)OC(C)(C)C)CC1=CC=C(C=C1)OC1=CN=CS1 tert-butyl (2R,3S,4S)-3,4-dihydroxy-2-{[4-(1,3-thiazol-5-yloxy)phenyl]methyl}pyrrolidine-1-carboxylate